BrC=1C(=CC=C2C(C(C(C12)=O)(F)F)(F)F)F 7-bromo-2,2,3,3,6-pentafluoro-2,3-dihydro-1H-inden-1-one